N-sulfo-D-glucamine S(=O)(=O)(O)NC[C@H](O)[C@@H](O)[C@H](O)[C@H](O)CO